ethoxymethaneOxyethane C(C)OCOCC